FC(C=1C=C2CCC(C2=CC1)=O)(F)F 5-(trifluoromethyl)indan-1-one